2-[1-oxo-7-[(1-tetrahydropyran-2-ylpyrazolo[3,4-b]pyridin-5-yl)amino]isoindolin-2-yl]acetic acid O=C1N(CC2=CC=CC(=C12)NC=1C=C2C(=NC1)N(N=C2)C2OCCCC2)CC(=O)O